OCCN1CCN(CC1)CCCC(=O)OCC1=CC(=CC(=C1)OCCCCCCCCCCCCCCC)OCCCCCCCC 3-(Octyloxy)-5-(pentadecyloxy)benzyl 4-(4-(2-hydroxyethyl)piperazin-1-yl)butanoate